C(CCCCCCCCCCC)OS(=O)(=O)C1=CC=CC=C1.C(CCCCCCCCCCC)[Na] dodecyl-sodium dodecylbenzenesulfonate